CC1=C(C(=O)OC)C=C(C=C1)N1CCN(CC1)C methyl 2-methyl-5-(4-methylpiperazin-1-yl)benzoate